5-ethyl-6-(2-(2-methyl-6-(trifluoromethyl)pyrimidin-4-yl)-2,8-diazaspiro[4.5]decan-8-yl)-1-(2,2,2-trifluoroethyl)-1,5-dihydro-4H-pyrazolo[3,4-d]pyrimidin-4-one C(C)N1C(=NC2=C(C1=O)C=NN2CC(F)(F)F)N2CCC1(CCN(C1)C1=NC(=NC(=C1)C(F)(F)F)C)CC2